2-(5-oxo-5-(4-(5-(trifluoromethyl)pyrimidin-2-yl)piperazin-1-yl)pentyl)-2H-indazole O=C(CCCCN1N=C2C=CC=CC2=C1)N1CCN(CC1)C1=NC=C(C=N1)C(F)(F)F